N-[(1R)-1-[3-(difluoromethoxy)phenyl]ethyl]-3-hydroxypropionamide FC(OC=1C=C(C=CC1)[C@@H](C)NC(CCO)=O)F